ClC1=CC=C2CCC(CC2=C1)N1CC2=C(CC1)N(C(=N2)C2=C(C=C(C=C2)N2N=CN=C2)Cl)C 5-(7-chloro-1,2,3,4-tetrahydronaphthalen-2-yl)-2-(2-chloro-4-(1H-1,2,4-triazol-1-yl)phenyl)-1-methyl-4,5,6,7-tetrahydro-1H-imidazo[4,5-c]pyridine